ClC1=C(C(=CC(=C1)[N+](=O)[O-])Cl)N1N=C(C=C1)C=1C=CC(=C(C#N)C1)C 5-[1-(2,6-dichloro-4-nitrophenyl)-1H-pyrazol-3-yl]-2-methylbenzonitrile